N1N=C(N=C1)C=1C=C(C=CC1)NC1=CC2=C(C=N1)C=C(N2)C2=CC(=NC=C2)C(C)(C)O 2-(4-(6-(3-(1H-1,2,4-triazol-3-yl)phenylamino)-1H-pyrrolo[3,2-c]pyridin-2-yl)pyridin-2-yl)propan-2-ol